CS(=O)(=O)O[C@H]1[C@H]([C@@H](CCC1)C=C)C (1R,2S,3S)-2-METHYL-3-VINYLCYCLOHEXYL METHANESULFONATE